C(C1=CC=CC=C1)OC[C@@H]1OC1 (2R)-2-(benzyloxymethyl)oxirane